2-(4-Bromobenzoyl)-N-(3-cyclopropyl-1,2,4-thiadiazol-5-yl)cyclohexanecarboxamide BrC1=CC=C(C(=O)C2C(CCCC2)C(=O)NC2=NC(=NS2)C2CC2)C=C1